methyl 2-{[4-[6-[(4-cyano-2-fluoro-phenyl) methoxy]-2-pyridinyl]-1-piperidinyl] methyl}-3-methyl-benzimidazole-5-carboxylate C(#N)C1=CC(=C(C=C1)COC1=CC=CC(=N1)C1CCN(CC1)CC=1N(C2=C(N1)C=CC(=C2)C(=O)OC)C)F